4,5-dichloro-2-(5-(hydroxymethyl)pyrrolidin-3-yl)phenol ClC1=CC(=C(C=C1Cl)O)C1CNC(C1)CO